N-methylmethanaminium tetrafluoroborat F[B-](F)(F)F.C[NH2+]C